1-(3,3-difluorocyclobutyl)piperazine dihydrochloride Cl.Cl.FC1(CC(C1)N1CCNCC1)F